C(CCCCC)N1C2=CC=CC=C2SC=2C=C(C=CC12)C=CC(C=CC=1C=CC=2N(C3=CC=CC=C3SC2C1)CCCCCC)=O 1,5-bis(10-hexyl-10H-phenothiazin-3-yl)penta-1,4-dien-3-one